C(C)(C)(C)OC(N[C@@H]1CN([C@@H](C1)CO)C1=C(C=CC(=C1)Br)NC(=O)C1=NC(=NC=C1)C1=C(C=CC=C1OC)F)=O ((3S,5S)-1-(5-bromo-2-(2-(2-fluoro-6-methoxyphenyl)pyrimidin-4-carboxamido)phenyl)-5-(hydroxymethyl)pyrrolidin-3-yl)carbamic acid tert-butyl ester